4-(methylamino)-3-hexen-2-one CNC(=CC(C)=O)CC